4-chloro-2-(3-fluoro-5-methoxyphenyl)-1H-pyrrolo[2,3-b]pyridine ClC1=C2C(=NC=C1)NC(=C2)C2=CC(=CC(=C2)OC)F